CN1C(C=C(C(=C1)C=1C=NN(C1)CCC)C1=CC=CC=C1)=O 1-methyl-4-phenyl-5-(1-propyl-1H-pyrazol-4-yl)pyridin-2(1H)-one